N1(C=CC=C1)C1=CC=C(C=C1)C1=NC(=NO1)C=1C=C(C(=O)O)C=CC1 3-[5-(4-Pyrrol-1-yl-phenyl)-[1,2,4]oxadiazol-3-yl]-benzoic acid